tert-butyl 3-(1-methoxy-5,6,7,8-tetrahydroisoquinolin-3-yl)pyrrolidine-1-carboxylate COC1=NC(=CC=2CCCCC12)C1CN(CC1)C(=O)OC(C)(C)C